C(=O)(O)CCC=1N=C(NC1)C=CCCCCCCCCCCCCCCC (2-carboxyethyl)-2-(heptadecenyl)-imidazole